F[C@H](C(=O)NC1=C(C=C(C=C1)CCC1=CC=C(C=C1)C(F)(F)F)N1CCCCC1)[C@@H](CCCCC)F (2R,3R)-2,3-difluoro-N-(2-(piperidin-1-yl)-4-(4-(trifluoromethyl)phenethyl)phenyl)octanamide